ClC=1C=C(C=CC1F)N(C(=O)[C@H]1N(C[C@H](C1)N1[C@H](COCC1)CO)C1=NC(=CC(=C1C#N)C(F)(F)F)C)CC (2S,4S)-N-(3-Chloro-4-fluorophenyl)-1-(3-cyano-6-methyl-4-(trifluoromethyl)-pyridin-2-yl)-N-ethyl-4-((S)-3-(hydroxymethyl)morpholino)pyrrolidine-2-carboxamide